COC([C@H](CCC1=NC2=C(N1C1=CC=CC=C1)C=CC(=C2)[N+](=O)[O-])N)=O (2S)-2-amino-4-(5-nitro-1-phenyl-benzimidazol-2-yl)butanoic acid methyl ester